FC1=C(CC=2C=3N(C=C(N2)C2=NN(C(=N2)C)CC2=CC=C(C=C2)F)C=CN3)C=CC=C1 8-(2-Fluorobenzyl)-6-(1-(4-Fluorobenzyl)-5-methyl-1H-1,2,4-triazol-3-yl)imidazo[1,2-a]pyrazine